6-bromo-2-methylimidazolo[1,2-a]pyridin-7-ol BrC=1C(=CC=2N(C1)C=C(N2)C)O